3-chloro-2-[4-(1H-pyrrolo[2,3-b]pyridin-4-yl)-1H-pyrazol-1-yl]benzonitrile ClC=1C(=C(C#N)C=CC1)N1N=CC(=C1)C1=C2C(=NC=C1)NC=C2